CC1(N(C(C=C1C(=O)[O-])(C)C)O)C 2,2,5,5-tetramethyl-1-oxyl-2,5-dihydro-1H-pyrrole-3-carboxylate